IC=1C(=C(CO)C=CC1)Br 3-Iodo-2-bromobenzyl alcohol